1-(2-fluoro-phenyl)piperazine FC1=C(C=CC=C1)N1CCNCC1